BrC1=CC2=C(C=C(O2)C(=O)N(C)C)C=C1OC 6-bromo-5-methoxy-N,N-dimethylbenzofuran-2-carboxamide